(4-hydroxy-3,5-di-tert-butylphenyl)propionic acid stearyl ester C(CCCCCCCCCCCCCCCCC)OC(C(C)C1=CC(=C(C(=C1)C(C)(C)C)O)C(C)(C)C)=O